C[C@@H]1C[C@@H](CN1C(C=C)=O)NC(OC(C)(C)C)=O tert-butyl N-[(3S,5R)-5-methyl-1-prop-2-enoyl-pyrrolidin-3-yl]carbamate